9-[4-chloro-2-(trifluoromethyl)phenyl]-3,4-dihydropyrido[2,1-c][1,2,4]thiadiazine 2,2-dioxide ClC1=CC(=C(C=C1)C1=CC=CN2C1=NS(CC2)(=O)=O)C(F)(F)F